N-(4-((3-chloro-4-fluorophenyl)amino)-7-(3-(4-(4-(2,6-dioxopiperidin-3-yl)benzyl)piperazin-1-yl)propoxy)quinazolin-6-yl)acrylamide ClC=1C=C(C=CC1F)NC1=NC=NC2=CC(=C(C=C12)NC(C=C)=O)OCCCN1CCN(CC1)CC1=CC=C(C=C1)C1C(NC(CC1)=O)=O